5-(((3-((4-(trifluoromethyl)phenethyl)amino)propyl)amino)methyl)cyclopentane-1,2-diol FC(C1=CC=C(CCNCCCNCC2CCC(C2O)O)C=C1)(F)F